(3-(3-bromophenyl)oxetan-3-yl)(4-methyl-1-((2-(trimethylsilyl)ethoxy)methyl)-1H-pyrazol-5-yl)methanol BrC=1C=C(C=CC1)C1(COC1)C(O)C1=C(C=NN1COCC[Si](C)(C)C)C